N-[(1S,3R,4R)-rel-7-[3-(4-cyano-3-fluoro-phenyl)-4-[6-fluoro-1-(2-hydroxy-2-methyl-propyl)indazol-5-yl]benzoyl]-7-azabicyclo[2.2.1]heptan-3-yl]-2,4-dinitrobenzenesulfonamide C(#N)C1=C(C=C(C=C1)C=1C=C(C(=O)N2[C@@H]3C[C@H]([C@H]2CC3)NS(=O)(=O)C3=C(C=C(C=C3)[N+](=O)[O-])[N+](=O)[O-])C=CC1C=1C=C3C=NN(C3=CC1F)CC(C)(C)O)F |o1:14,16,17|